2-cyclohexyl-2-(3,3-dichloropropyl)-1,3-dimethoxypropane C1(CCCCC1)C(COC)(COC)CCC(Cl)Cl